(2S,3R)-2-hydroxymethylpiperidine OC[C@H]1NCCCC1